7-azaspiro[3.5]Nonane-7-carboxylic acid benzyl ester C(C1=CC=CC=C1)OC(=O)N1CCC2(CCC2)CC1